5-[3-[(5-bromo-2-pyridinyl)oxy]cyclobutoxy]-2,2-difluoro-pentan-1-ol BrC=1C=CC(=NC1)OC1CC(C1)OCCCC(CO)(F)F